2,4-dimethyl-5-((2-methyl-4-(7-methyl-[1,2,4]triazolo[1,5-a]pyridin-6-yl)piperidin-1-yl)sulfonyl)thiazole CC=1SC(=C(N1)C)S(=O)(=O)N1C(CC(CC1)C=1C(=CC=2N(C1)N=CN2)C)C